4-[2-(4-amino-piperidin-1-yl)-5-(1H-indol-5-yl)-1-methyl-6-oxo-1,6-dihydro-pyrimidin-4-yl]-2-fluoro-benzonitrile NC1CCN(CC1)C=1N(C(C(=C(N1)C1=CC(=C(C#N)C=C1)F)C=1C=C2C=CNC2=CC1)=O)C